ClC1=C(C=C(C=C1)C1=C(C2=C(CCC1)C=C(C=C2)O)C2=CC=C(C=C2)O[C@@H]2CN(CC2)CCCF)C 6-(4-chloro-3-methyl-phenyl)-5-[4-[(3S)-1-(3-fluoropropyl)pyrrolidin-3-yl]oxyphenyl]-8,9-dihydro-7H-benzo[7]annulen-2-ol